NC1=CC(=C2C(=N1)C=C(S2)C2=CC=NN2)NC2CC(C2)O 3-((5-amino-2-(1H-pyrazol-5-yl)thieno[3,2-b]pyridin-7-yl)amino)cyclobutanol